OC=1C=C(C2=CC=CC=C2C1)C1=CC=C2C(=NC(=NC2=C1)OC[C@H]1N(CCC1)C)N1[C@H]2CN(C[C@@H]1CC2)C(CC2CCNCC2)=O 1-((1R,5S)-8-(7-(3-hydroxynaphthalen-1-yl)-2-(((S)-1-methylpyrrolidin-2-yl)methoxy)quinazolin-4-yl)-3,8-diazabicyclo[3.2.1]octan-3-yl)-2-(piperidin-4-yl)ethan-1-one